NC=1C(=NC(=C(N1)C1=CC=C(C=C1)F)C=1C=CC=2N(C1)C(=CN2)C)CNC(=O)[C@H]2N(CCC2)C (2S)-N-[[3-amino-5-(4-fluorophenyl)-6-[3-methylimidazo[1,2-a]pyridin-6-yl]pyrazin-2-yl]methyl]-1-methylpyrrolidine-2-carboxamide